NC1CCC(CC1)C1=CC=CC=2N(C(N(C21)C)=O)C2C(NC(CC2)=O)=O 3-[4-(4-aminocyclohexyl)-3-methyl-2-oxo-benzimidazol-1-yl]piperidine-2,6-dione